4-(2-(5-(hydroxymethyl)furan-2-yl)-6-(benzenesulfonyl)imidazo[4,5-d]pyrrolo[2,3-b]pyridine-1(6H)-yl)benzonitrile OCC1=CC=C(O1)C1=NC=2C(=C3C(=NC2)N(C=C3)S(=O)(=O)C3=CC=CC=C3)N1C1=CC=C(C#N)C=C1